C1(CCCC1)NC=1SC2=C(N1)C=CC(=C2)C2=NC(=NC=C2F)NC2=NC=C(C(=O)N1CCN(CC1)C(=O)OC(C)(C)C)C=C2 tert-butyl 4-(6-((4-(2-(cyclopentylamino)benzothiazole-6-yl)-5-fluoropyrimidine-2-yl)amino)nicotinoyl)piperazine-1-carboxylate